Octylmethoxycinnamate (ethyl hexyl methoxycinnamate) C(C)C1=C(C(=C(C(=O)O)OC)CCCCCC)C=CC=C1.C(CCCCCCC)C(=C(C(=O)O)OC)C1=CC=CC=C1